C(C1=CC=CC=C1)SC=1C=C(C(=O)NCCOC)C=CC1 3-(benzylthio)-N-(2-methoxyethyl)benzamide